4-(2-nitro-4-cyanophenyl)-3-morpholinone [N+](=O)([O-])C1=C(C=CC(=C1)C#N)N1C(COCC1)=O